2-trifluoromethylnicotinic acid FC(C1=C(C(=O)O)C=CC=N1)(F)F